C1(=CC=CC=C1)C(CC)O monophenyl-propanol